C1CCCCCCCCCO1 decylene oxide